5-isopropyl-3-(trifluoromethyl)-5a,6,8,9-tetrahydropyrido[3',2':4,5]imidazo[1,2-a]pyrazin C(C)(C)N1C2=C(N3C1CNCC3)N=CC(=C2)C(F)(F)F